BrC=1C=CC=C2C=C(C=C(C12)O)O 8-bromonaphthalene-1,3-diol